5-chloro-4-({2-[6-(4-chlorophenoxy)pyridin-3-yl]Ethyl}amino)-6-methylpyrimidine ClC=1C(=NC=NC1C)NCCC=1C=NC(=CC1)OC1=CC=C(C=C1)Cl